Tert-butyl 3,3-difluoro-4-(3-methyl-2-oxo-1H-benzimidazol-4-yl)piperidine-1-carboxylate FC1(CN(CCC1C1=CC=CC=2NC(N(C21)C)=O)C(=O)OC(C)(C)C)F